1,2,3-tris(3-Mercaptopropylthio)propane SCCCSCC(CSCCCS)SCCCS